C(C)(C)(C)OC(NCCN1N=C(C=C1)N)=O (2-(3-amino-1H-pyrazol-1-yl)ethyl)carbamic acid tert-butyl ester